O[C@H](CCC)C1=CC(=C(C=N1)C=1C=2N(C3=CC(=NC=C3C1)NC(=O)[C@H]1[C@@H](C1)CN1CCNCC1)C=CN2)C (1R,2R)-N-(4-{6-[(1R)-1-hydroxybutyl]-4-methylpyridin-3-yl}imidazo[1,2-a]1,6-naphthyridin-8-yl)-2-(piperazin-1-ylmethyl)cyclopropane-1-carboxamide